(2R,3S)-2-((E)-3-(6-(3-fluorophenyl)-1H-benzo[d]imidazol-1-yl)prop-1-en-1-yl)piperidin-3-ol dihydrochloride Cl.Cl.FC=1C=C(C=CC1)C=1C=CC2=C(N(C=N2)C/C=C/[C@H]2NCCC[C@@H]2O)C1